NC(C[C@H](C(=O)N[C@H](CCC(=O)OC)C)NC(CCCCCCCCCCCCC)=O)=O methyl (S)-4-((R)-4-amino-4-oxo-2-tetradecanamidobutanamido)pentanoate